FC1=CC=C(C=C1)N1/C(/S\C(\C1=O)=C\1/C(NC2=CC=CC=C12)=O)=N/C1=CC=C(C=C1)S(=O)(=O)N 4-(((Z)-3-(4-fluorophenyl)-4-oxo-5-((Z)-2-oxoindoline-3-ylidene)thiazolidin-2-ylidene)amino)benzenesulphonamide